C1(CC1)C1=CC(=C(C(=O)O)C=C1)N1[C@@H]2C[C@H]([C@H](C1=O)C2)OCC=2C(=NOC2C2CC2)C2=C(C=CC=C2Cl)Cl 4-cyclopropyl-2-((1S,4R,5R)-5-((5-cyclopropyl-3-(2,6-dichlorophenyl)isoxazol-4-yl)methoxy)-3-oxo-2-azabicyclo[2.2.1]heptan-2-yl)benzoic acid